C(COCCOCCOCCNCCC)(=O)O 3,6,9-trioxa-12-azapentadecanoic acid